(3R)-3-{[2-(1-methyl-1H-pyrazol-4-yl)-7-(propane-2-sulfonyl)[1,2,4]triazolo[1,5-c]quinazolin-5-yl]amino}azepan-2-one CN1N=CC(=C1)C1=NN2C(=NC=3C(=CC=CC3C2=N1)S(=O)(=O)C(C)C)N[C@H]1C(NCCCC1)=O